OC(CCOC1=CC=C(C(=N1)C)C1=C2CC[C@H](C2=CC=C1)OC1=CC=C(C=C1)C1=CC(=NS1=O)O)(C)C 5-[4-[[(1R)-4-[6-(3-hydroxy-3-methylbutoxy)-2-methylpyridine-3-yl]-2,3-dihydro-1H-indene-1-yl]oxy]phenyl]-isothiazole-3-ol 1-oxide